6-(cyclopropanecarboxamido)-4-((2,5-dimethyl-4,5-dihydro-2H-[1,2,3]triazolo[4,5-c][1,7]naphthyridin-6-yl-4,4-d2)amino)-N-(methyl-d3)pyridazine-3-carboxamide C1(CC1)C(=O)NC1=CC(=C(N=N1)C(=O)NC([2H])([2H])[2H])NC1=NC=CC=2C=3C(C(N(C12)C)([2H])[2H])=NN(N3)C